C(C)C=1C(NC(NC1)=O)=O 5-ethylpyrimidin-2,4(1H,3H)-dione